1-(1-(((7-(8-ethylnaphthalen-1-yl)-4-(3-(5-methyl-1H-1,2,4-triazol-3-yl)piperidin-1-yl)-5,6,7,8-tetrahydropyrido[3,4-d]pyrimidin-2-yl)oxy)methyl)cyclopropyl)-N,N-dimethylmethanamine C(C)C=1C=CC=C2C=CC=C(C12)N1CC=2N=C(N=C(C2CC1)N1CC(CCC1)C1=NNC(=N1)C)OCC1(CC1)CN(C)C